N-methylglutamine CN[C@@H](CCC(N)=O)C(=O)O